CC1=NOC(=C1C)NS(=O)(=O)C1=CC=C(C=C1)NC(=O)C=1OC2=CC(=CC(=C2C(C1)=O)C)C N-[4-[(3,4-dimethyl-1,2-oxazol-5-yl)sulfamoyl]phenyl]-5,7-dimethyl-4-oxochromene-2-carboxamide